1-benzyl-N-(5-cyano-2-(4-(2,4-difluorophenoxy)piperidin-1-yl)phenyl)-2-oxo-1,2-dihydropyridine-3-carboxamide C(C1=CC=CC=C1)N1C(C(=CC=C1)C(=O)NC1=C(C=CC(=C1)C#N)N1CCC(CC1)OC1=C(C=C(C=C1)F)F)=O